(R)-2-amino-4-(1-(3-((1,3-dihydroxypropan-2-yl)oxy)-2,2-bis(((1,3-dihydroxypropan-2-yl)oxy)methyl)propyl)-1H-1,2,3-triazol-4-yl)butanamide N[C@@H](C(=O)N)CCC=1N=NN(C1)CC(COC(CO)CO)(COC(CO)CO)COC(CO)CO